(S)-2-amino-N-hydroxy-3-(4-(5-(4'-hydroxy-6-methoxybiphenyl-3-yl)-1,2,4-oxadiazole-3-yl)phenyl)propanamide hydrochloride Cl.N[C@H](C(=O)NO)CC1=CC=C(C=C1)C1=NOC(=N1)C=1C=C(C(=CC1)OC)C1=CC=C(C=C1)O